(tert-Butoxycarbonyl) amino-5-oxopimelate NC(C(=O)OC(=O)OC(C)(C)C)CCC(CC(=O)[O-])=O